2-chloro-5-cyano-3-methylpyridine 1-oxide ClC1=[N+](C=C(C=C1C)C#N)[O-]